methyl 2-(chloromethyl)-1-oxo-1lambda5-pyridine-3-carboxylate ClCC1=N(C=CC=C1C(=O)OC)=O